S(=O)(=O)(ON1[C@@H]2CC[C@H](N(C1=O)C2)C(NC2CC(CCC2)N(C)C)=N)O (2S,5R)-2-(N-(3-(Dimethylamino) cyclohexyl) carbamimidoyl)-7-oxo-1,6-diazabicyclo[3.2.1]octan-6-yl hydrogen sulfate